N1(CCN(CCCNCCC1)CC=1C(=C(C=C(C1)C)CNCP(O)(O)=O)O)CC=1C(=C(C=C(C1)C)CNCP(O)(O)=O)O {1,4,8-triazacycloundecane-1,4-diylbis[methylene(2-hydroxy-5-methyl-3,1-phenylene)methyleneazanediylmethylene]}bis(phosphonic acid)